(R)-5-(di(but-2-yn-1-yl)amino)-2-methyl-N-(1-(naphthalen-1-yl)ethyl)benzamide C(C#CC)N(C=1C=CC(=C(C(=O)N[C@H](C)C2=CC=CC3=CC=CC=C23)C1)C)CC#CC